5-(chloromethyl)-2-methoxy-4-methylpyridine ClCC=1C(=CC(=NC1)OC)C